TIn(II) 2-ethylhexanoate C(C)C(C(=O)[O-])CCCC.[Sn+2].C(C)C(C(=O)[O-])CCCC